CC=1C=C2C(=C(C=NC2=CC1)C#N)OC1=CC=C(C=C1)S(=O)(=N)C 6-methyl-4-(4-(S-methylsulfonimidoyl)phenoxy)quinoline-3-carbonitrile